2,2,2-trifluoroacetyl fluoride FC(C(=O)F)(F)F